((2-methyl-5-(5-phenylthiophen-3-yl)phenyl)sulfonyl)morpholine CC1=C(C=C(C=C1)C1=CSC(=C1)C1=CC=CC=C1)S(=O)(=O)N1CCOCC1